N1N=NC2=NC(=CC=C21)C=2C=CC(=C(C(=O)NC1=CC=C(C=C1)N1CC(C1)C1=CC=CC=C1)C2)F 5-(1H-[1,2,3]triazolo[4,5-b]pyridin-5-yl)-2-fluoro-N-(4-(3-phenylazetidin-1-yl)phenyl)benzamide